C(C)(=O)OCCCC1=C(N(C2=C(C(=CC=C12)Cl)C=1C(=NN(C1CCl)C12CC(C1)C2)C)C)C(=O)OC Methyl 3-(3-acetoxypropyl)-7-(1-(bicyclo[1.1.1]pentan-1-yl)-5-(chloromethyl)-3-methyl-1H-pyrazol-4-yl)-6-chloro-1-methyl-1H-indole-2-carboxylate